(+/-)-N-{3,5-difluoro-4-[(1-{[2-(trimethylsilyl)ethoxy]methyl}-1H-pyrrolo[2,3-b]pyridin-4-yl)oxy]phenyl}-N'-[1-(oxetan-3-yl)ethyl]urea FC=1C=C(C=C(C1OC1=C2C(=NC=C1)N(C=C2)COCC[Si](C)(C)C)F)NC(=O)N[C@H](C)C2COC2 |r|